11-[3'-(6-phenyldibenzothiophen-4-yl)biphenyl-3-yl]phenanthro[9',10':4,5]furo[2,3-b]pyrazine C1(=CC=CC=C1)C1=CC=CC=2C3=C(SC21)C(=CC=C3)C=3C=C(C=CC3)C3=CC(=CC=C3)C3=CN=C2C(=N3)OC=3C2=C2C=CC=CC2=C2C=CC=CC23